C(C)OC(CCC1OC(CC1)=O)=O 3-(5-oxotetrahydrofuran-2-yl)propionic acid ethyl ester